((S)-1-(4-fluorophenyl)-3,4-dihydroisoquinolin-2(1H)-yl)((4aR,7R,8aS)-4-methyl-1-tosyloctahydro-2H-pyrano[3,4-b]pyrazin-7-yl)methanone FC1=CC=C(C=C1)[C@@H]1N(CCC2=CC=CC=C12)C(=O)[C@H]1C[C@H]2[C@@H](N(CCN2S(=O)(=O)C2=CC=C(C)C=C2)C)CO1